C(C)(=O)C(C(C(C)=O)=O)C(C)=O diacetyl-(butane-2,3-dion)